C(C)(C)(C)C=1C=CC=2N(C3=CC=CC=C3C2C1)C1=C(C=CC=C1)C1=CC(=CC(=N1)N1C2=CC=C(C=C2C=2C=C(C=CC12)C1=CC=C(N(C2=CC=CC=C2)C2=CC=CC=C2)C=C1)C1=CC=C(N(C2=CC=CC=C2)C2=CC=CC=C2)C=C1)C1=C(C=CC=C1)C=1C(=NC(=CC1)C)C 4,4'-(9-(6-(2-(3-(tert-butyl)-9H-carbazol-9-yl)phenyl)-4-(2-(2,6-dimethylpyridin-3-yl)phenyl)pyridin-2-yl)-9H-carbazole-3,6-diyl)bis(N,N-diphenylaniline)